FC=1C=NC=CC1C1=C(N=C(N=N1)N)C=1OC(=CN1)C 6-(3-fluoropyridin-4-yl)-5-(5-methyloxazol-2-yl)-1,2,4-triazin-3-amine